FC1=CC=C2C(=CNC2=C1)C1N(CCC2=CC=CC=C12)C(=O)N (6-fluoro-1H-indol-3-yl)-3,4-dihydroisoquinoline-2(1H)-carboxamide